[Al].[B].[Al] aluminum-boron aluminum